C1(CCCC1)CC=1N=NNN1 5-(cyclopentylmethyl)-2H-tetrazole